6-thiazol-2-yltetrahydropyran-3-amine S1C(=NC=C1)C1CCC(CO1)N